2-methyl-N-(1-(methylcarbamoyl)cyclobutyl)-5-(pyridin-2-ylmethoxy)benzofuran-3-carboxamide CC=1OC2=C(C1C(=O)NC1(CCC1)C(NC)=O)C=C(C=C2)OCC2=NC=CC=C2